1-(3-fluoropyrazolo[1,5-a]pyrimidin-5-yl)ethan-1-one FC=1C=NN2C1N=C(C=C2)C(C)=O